6-ethoxy-4-methyl-pyridin-3-amine C(C)OC1=CC(=C(C=N1)N)C